ClC1=CC=C(C(=N1)C(=O)O)N[C@H](C)C1=C2N=C(C(=NC2=CC(=C1)C)C#N)N1CC=2N(CC1)N=CC2 (R)-6-chloro-3-((1-(2-cyano-3-(6,7-dihydropyrazolo[1,5-a]pyrazin-5(4H)-yl)-7-methylquinoxalin-5-yl)ethyl)amino)picolinic acid